(1S,3aR,4R,7S,7aS)-N-((S)-4-hydroxy-3-oxo-1-((S)-2-oxopyrrolidin-3-yl)butan-2-yl)octahydro-1H-4,7-methanoisoindole-1-carboxamide OCC([C@H](C[C@H]1C(NCC1)=O)NC(=O)[C@H]1NC[C@@H]2[C@@H]3CC[C@H]([C@H]12)C3)=O